6-ethoxy-N-{(1R)-1-[2-fluoro-3-(trifluoromethyl)phenyl]ethyl}-2-methylpyrido[3,4-d]pyrimidin-4-amine C(C)OC1=CC2=C(N=C(N=C2N[C@H](C)C2=C(C(=CC=C2)C(F)(F)F)F)C)C=N1